OC(CP(O)(O)=O)O dihydroxyethyl-phosphonic acid